α-fructosyl-glycine methyl-N-[5-[6-[(4-chlorophenyl)-methyl-carbamothioyl]-4-methyl-benzimidazol-1-yl]-2-pyridyl]carbamate CN(C(O)=O)C1=NC=C(C=C1)N1C=NC2=C1C=C(C=C2C)C(N(C)C2=CC=C(C=C2)Cl)=S.OC[C@]2([C@@H](O)[C@H](O)[C@H](O2)CO)NCC(=O)O